(R)-1-(7-(8-Ethyl-7-fluoro-3-hydroxynaphthalen-1-yl)-2-(((2R,7aS)-2-fluorotetrahydro-1H-pyrrolizin-7a(5H)-yl)methoxy)pyrido[4,3-d]pyrimidin-4-yl)-3-methyl-piperidin-3-ol C(C)C=1C(=CC=C2C=C(C=C(C12)C1=CC=2N=C(N=C(C2C=N1)N1C[C@@](CCC1)(O)C)OC[C@]12CCCN2C[C@@H](C1)F)O)F